6-(1-(3-chloropyridin-2-yl)-3-(3,3-difluoroazetidin-1-yl)-1H-pyrazole-5-carboxamido)-N-ethyl-5-methylpyrazolo[1,5-a]pyridine-7-carboxamide ClC=1C(=NC=CC1)N1N=C(C=C1C(=O)NC=1C(=CC=2N(C1C(=O)NCC)N=CC2)C)N2CC(C2)(F)F